N-Cyclohexyl-2-methoxy-1H-imidazole-1-carboxamide C1(CCCCC1)NC(=O)N1C(=NC=C1)OC